N-(3-bromo-4-fluorophenyl)-N'-hydroxy-4-((2-(3-methyl-2-carbonyloxazolidin-4-yl)ethyl)amino)-1,2,5-oxadiazole-3-formamidine BrC=1C=C(C=CC1F)NC(=NO)C1=NON=C1NCCC1N(C(OC1)=C=O)C